O1COC2=C1C1=CNC=C1C=C2 [1,3]dioxolo[4,5-e]isoindol